[Ir+]=O iridium (III)-oxide